N1-ethylpropane-1,3-diamine C(C)NCCCN